N-(4,5-Dimethyl-1H-pyrazol-3-yl)-5-methyl-2-(1-methyl-1H-imidazol-2-yl)-6-(1-methyl-1H-pyrazol-3-yl)pyrrolo[2,1-f][1,2,4]triazin-4-amine CC=1C(=NNC1C)NC1=NC(=NN2C1=C(C(=C2)C2=NN(C=C2)C)C)C=2N(C=CN2)C